C(=O)O.FC=1C=2N(C=CC1C)C(=CN2)C2=NC=CC1=C2CNC1=O 4-(8-fluoro-7-methyl-imidazo[1,2-a]pyridin-3-yl)-2,3-dihydropyrrolo[3,4-c]pyridin-1-one Formic acid salt